FC1=C(C=C(C=C1)NC(C=C)=O)OC1=NC(=NC=C1C1=CC=C(C=C1)C(F)(F)F)NC=1C=NN(C1)C N-(4-fluoro-3-((2-((1-methyl-1H-pyrazol-4-yl)amino)-5-(4-(trifluoromethyl)phenyl)pyrimidin-4-yl)oxy)phenyl)acrylamide